FC=1C=C(C=CC1)C=1C(=NN(C1C(=O)O)C=1SC(=C(N1)N1CCC2(CC2)CC1)SC(C)C)C 4-(3-fluorophenyl)-1-(5-(isopropylsulfanyl)-4-(6-azaspiro[2.5]oct-6-yl)thiazol-2-yl)-3-methyl-1H-pyrazole-5-carboxylic acid